BrC1=C(C=CC(=C1C#N)C=1NC(C2=C(N1)CCSC2)=O)C2=CC=CC=C2 bromo-4-(4-oxo-3,5,7,8-tetrahydro-4H-thiopyrano[4,3-d]pyrimidin-2-yl)-[1,1'-biphenyl]-3-carbonitrile